ethyl 2-(1-benzylpiperidin-4-ylidene)-2-cyanoacetate C(C1=CC=CC=C1)N1CCC(CC1)=C(C(=O)OCC)C#N